FC1=C(CC2=NC3=C(N2CCOC)C=C(C=C3)C(=O)OC)C=CC(=C1)C1=NC(=CC=C1)OCC1=C(C=C(C=C1)COC)F methyl 2-(2-fluoro-4-(6-((2-fluoro-4-(methoxymethyl) benzyl) oxy) pyridin-2-yl) benzyl)-1-(2-methoxyethyl)-1H-benzo[d]imidazole-6-carboxylate